C(C1=CC=CC=C1)NC1CN(S(C1)(=O)=O)C(=O)OC(C)(C)C tert-butyl 4-(benzylamino)isothiazolidine-2-carboxylate 1,1-dioxide